C(C)(C)(C)OC(=O)N1CC(C(CC1)CNC(=O)C1=NOC(=N1)C(C)(C)C)(F)F 4-((5-(tert-butyl)-1,2,4-oxadiazole-3-carboxamido)methyl)-3,3-difluoropiperidine-1-carboxylic acid tert-butyl ester